CCC(CCCCCCCCC)[O] 3-dodecyl-oxygen